BrC(CC1=CC=CC=C1)CBr (2,3-dibromopropyl)benzene